1-(2-chlorophenyl)-4-[(2,2-difluoro-ethyl)amino]-7-(trifluoromethyl)-pyrido[2,3-d]-pyrimidin-2(1H)-one ClC1=C(C=CC=C1)N1C(N=C(C2=C1N=C(C=C2)C(F)(F)F)NCC(F)F)=O